C(C1=CC=CC=C1)(=O)C=1C=C(C(O)=CC1)O 4-benzoylcatechol